2-((2-methyl-6-(3-methyl-4-((6-(pyridin-4-yl)pyrazin-2-yl)amino)isoxazol-5-yl)pyridin-3-yl)carbamoyl)cyclohexane-1-carboxylic acid CC1=NC(=CC=C1NC(=O)C1C(CCCC1)C(=O)O)C1=C(C(=NO1)C)NC1=NC(=CN=C1)C1=CC=NC=C1